1-(2-(((2-chloro-9-isopropyl-9H-purin-6-yl)amino)methyl)phenyl)piperidine-4-carboxamide ClC1=NC(=C2N=CN(C2=N1)C(C)C)NCC1=C(C=CC=C1)N1CCC(CC1)C(=O)N